FC1=CC2=C(N=CS2)C=C1C#N 6-fluoro-1,3-benzothiazole-5-carbonitrile